C(C)[Al](C1=CC=C(C=C1)C)C1=CC=C(C=C1)C ethyldi(p-tolyl)aluminum